(R)-N-(6-chloropyridin-3-yl)-6-(1-(1-fluorocyclopropyl)ethoxy)isoquinolin-1-amine ClC1=CC=C(C=N1)NC1=NC=CC2=CC(=CC=C12)O[C@H](C)C1(CC1)F